dimethylaminoNeopentanol CC(C)(CN(C)C)CO